BrC=1N=C(N(N1)C1=CC=C(C=C1)OC(F)(F)F)N 5-Bromo-2-[4-(trifluoromethoxy)phenyl]-1,2,4-triazol-3-amin